3-(3-triethoxysilylpropoxy)propane-1,2-dithiol C(C)O[Si](CCCOCC(CS)S)(OCC)OCC